BrC=1C2=CC=CC=C2C=2C=CC=CC2C1Br 9,10-dibromophenanthrene